phosphorus (V) pentoxide O=P(=O)OP(=O)=O